NC1=NC(=CC(=N1)NC1=CC(=CC=C1)C)Cl 2-amino-4-(3-methylanilino)-6-chloropyrimidine